C(C)(C)(C)C1=C(CO)C(=CC=C1)C(C)(C)C 2,6-di-tert-Butylhydroxytoluene